N1CC(CCC1)C1=CC=CC(=N1)C=1C=NN2C1C=C(C=C2)C#N 3-[6-(3-piperidyl)-2-pyridyl]pyrazolo[1,5-a]pyridine-5-carbonitrile